COC=1C=C(CN(S(=O)(=O)C2=CC=C(C=C2)[N+](=O)[O-])CC2=CC(=C(C=C2)OC)OC)C=CC1OC N,N-bis(3,4-dimethoxybenzyl)-4-nitrobenzenesulfonamide